FC1(CCN(CC1)C(=O)C=1C=C2N=C(C=NC2=CC1)C1=CC=2N(C=C1)N=CN2)F (4,4-difluoro-1-piperidinyl)(3-([1,2,4]triazolo[1,5-a]pyridin-7-yl)-6-quinoxalinyl)methanone